7-(4-bromo-1H-pyrazol-1-yl)-4-azaspiro[2.5]octane BrC=1C=NN(C1)C1CCNC2(CC2)C1